FC1=C(C=CC(=C1)F)C1=CC(=CC=C1)[C@@H]1N(OCC1)C1=CC(=NC=N1)NC=1C(=CC(=C(C1)NC(C=C)=O)N1C[C@@H](N(CC1)C)C)OC N-(5-((6-((R)-3-(2',4'-difluoro-[1,1'-biphenyl]-3-yl)isoxazolidin-2-yl)pyrimidin-4-yl)amino)-2-((S)-3,4-dimethylpiperazin-1-yl)-4-methoxyphenyl)acrylamide